Tert-butyl 2-[[4-[6-[(6-chloro-3-pyridyl)methoxy]-2-pyridyl]-2,5-difluoro-phenyl]methyl]-3-(2-methoxyethyl)benzimidazole-5-carboxylate ClC1=CC=C(C=N1)COC1=CC=CC(=N1)C1=CC(=C(C=C1F)CC=1N(C2=C(N1)C=CC(=C2)C(=O)OC(C)(C)C)CCOC)F